FC=1C=C(C=NC1)N1CC2(C1)C[C@@H](CC2)N2CCC(CC2)C2=C(C=CC=C2)OC (R)-2-(5-Fluoropyridin-3-yl)-6-(4-(2-methoxyphenyl)piperidin-1-yl)-2-azaspiro[3.4]octane